C(C)NC(CC1(CCOCC1)O)=O N-ethyl-2-(4-hydroxytetrahydro-2H-pyran-4-yl)acetamide